O[C@@H](CONC(C1=C(C(=C(C=C1)F)F)NC1=C(C=C(C=C1)I)F)=O)CO N-((R)-2,3-DIHYDROXYPROPOXY)-3,4-DIFLUORo-2-(2-FLUORo-4-IODOPHENYLAMINO)-BENZAMID